C(C)(=O)O[C@@H]1CC[C@H](CC1)N1C(=NC2=C1C=CC(=C2)B2OC(C(O2)(C)C)(C)C)[C@H]2N(C(CC2)=O)C2=CC(=C(C=C2)F)F trans-(1r,4r)-4-(2-((S)-1-(3,4-difluorophenyl)-5-oxopyrrolidin-2-yl)-5-(4,4,5,5-tetramethyl-1,3,2-dioxaborolan-2-yl)-1H-benzo[d]imidazol-1-yl)cyclohexyl Acetate